C1(CCC1)C1=CC=2C(=CN=CC2)N1 2-cyclobutyl-1H-pyrrolo[2,3-c]pyridine